C(C)N1C(=NN(C1=O)C1=C(C=C2C([C@@](CN(C2=C1)C(C)C)(C1=C(C=CC=C1)C)C)=O)F)CO |r| racemic-7-(4-ethyl-3-(hydroxymethyl)-5-oxo-4,5-dihydro-1H-1,2,4-triazol-1-yl)-6-fluoro-1-isopropyl-3-methyl-3-(o-tolyl)-2,3-dihydroquinolin-4(1H)-one